(2S)-N-[2-methyl-5-(5-methylfuran-2-yl)-[1,2,4]triazolo[1,5-c]pyrimidin-7-yl]pyrrolidine CC1=NN2C(=NC(=CC2=N1)N1CCCC1)C=1OC(=CC1)C